C(C)(C)(C)OC(=O)N1C2CC(C(C1)C2)N2C(N(C1=NC(=NC=C1C2)S(=O)(=O)C)C)=O 5-(1-methyl-7-methylsulfonyl-2-oxo-4H-pyrimido[4,5-d]pyrimidin-3-yl)-2-azabicyclo[2.2.1]heptane-2-carboxylic acid tert-butyl ester